C(CCCCCC)NCCCCCCCCCCC(=O)O 11-(n-heptanylamino)undecanoic acid